4-methyl-1-naphthalenecarboxamide CC1=CC=C(C2=CC=CC=C12)C(=O)N